3-(5-(difluoromethyl)-1,3,4-thiadiazol-2-yl)-N-(3-(difluoromethyl)oxetan-3-yl)-8-(4-isobutyrylpiperazin-1-yl)-N-((2-(trimethylsilyl)ethoxy)methyl)imidazo[1,5-a]pyridine-6-sulfonamide FC(C1=NN=C(S1)C1=NC=C2N1C=C(C=C2N2CCN(CC2)C(C(C)C)=O)S(=O)(=O)N(COCC[Si](C)(C)C)C2(COC2)C(F)F)F